N-[(R)-3-decyloxytetradecanoyl]-O-[2,3-di-[(R)-3-decyloxytetradecanoylamino]-2,3-dideoxy-4-O-phosphono-β-D-allopyranosyl]-L-serine C(CCCCCCCCC)O[C@@H](CC(=O)N[C@@H](CO[C@H]1[C@@H]([C@@H]([C@H](OP(=O)(O)O)[C@H](O1)CO)NC(C[C@@H](CCCCCCCCCCC)OCCCCCCCCCC)=O)NC(C[C@@H](CCCCCCCCCCC)OCCCCCCCCCC)=O)C(=O)O)CCCCCCCCCCC